ClC1=CC=C(C=C1)C1(CC(C1)C1=NOC(=N1)CN1C=NC2=C(C1=O)C(=CN=C2)C)F 3-((3-((1s,3s)-3-(4-chlorophenyl)-3-fluorocyclobutyl)-1,2,4-oxadiazol-5-yl)methyl)-5-methylpyrido[3,4-d]pyrimidin-4(3H)-one